ClC1=C(C(=O)NC2C3CN(CC23)C(C)C)C(=CC=C1)Cl 2,6-Dichloro-N-(3-isopropyl-3-azabicyclo[3.1.0]hexan-6-yl)benzamide